(S)-4-bromo-2-((((trans)-4-hydroxycyclohexyl)amino)methyl)-2-phenyl-2,3-dihydrobenzofuran-5-carbonitrile BrC1=C(C=CC2=C1C[C@](O2)(C2=CC=CC=C2)CN[C@@H]2CC[C@H](CC2)O)C#N